C(C)(C)(C)OC(=O)N1CC2COC3=C(C(N2CC1)=O)C=NC=C3 12-oxo-6a,7,9,10-tetrahydro-6H-pyrazino[2,1-c]Pyrido[3,4-f][1,4]Oxazepine-8(12H)-carboxylic acid tert-butyl ester